C(C1=CC=CC=C1)OC(=O)N[C@@H]1[C@H](N(CC1)C(=O)OC(C)(C)C)CC#N tert-butyl (2R,3S)-3-(((benzyloxy)carbonyl)amino)-2-(cyanomethyl)pyrrolidine-1-carboxylate